N-[7-benzyloxy-5-fluoro-6-(1,1,4-trioxo-1,2,5-thiadiazolidin-2-yl)-2-naphthyl]-3-[4-[[2-(2,6-dioxo-3-piperidyl)-1-oxo-isoindolin-5-yl]oxymethyl]triazol-1-yl]propanamide C(C1=CC=CC=C1)OC1=C(C(=C2C=CC(=CC2=C1)NC(CCN1N=NC(=C1)COC=1C=C2CN(C(C2=CC1)=O)C1C(NC(CC1)=O)=O)=O)F)N1S(NC(C1)=O)(=O)=O